C(C)(C)(C)OCC1N(C(C2N(CCN(C2)C(=O)OC(C)(C)C)C1=O)=O)C tert-Butyl 7-(tert-butoxymethyl)-8-methyl-6,9-dioxooctahydro-2H-pyrazino[1,2-a]pyrazine-2-carboxylate